CN1N=C(C=2C1=NC(=CC2)C(F)(F)F)S(=O)(=O)N 1-methyl-6-(trifluoromethyl)-1H-pyrazolo[3,4-b]pyridine-3-sulfonamide